ClC=1C(=C(C=C(C1)Cl)O)C=1N=NC(=CC1)N1CCC(CC1)(F)F 3,5-dichloro-2-[6-(4,4-difluoro-1-piperidyl)pyridazin-3-yl]phenol